NCC=1N=C(SC1)C1=CC(=CC=2C=COC21)COC2=C(C=CC=C2)CC(=O)O 2-(2-((7-(4-(aminomethyl)thiazol-2-yl)benzofuran-5-yl)methoxy)phenyl)acetic acid